4-(((1R,2S)-1-(5-(4-bromophenyl)-1,3,4-oxadiazol-2-yl)-2-((tert-butyldimethylsilyl)oxy)propyl)amino)-2-chlorobenzonitrile BrC1=CC=C(C=C1)C1=NN=C(O1)[C@@H]([C@H](C)O[Si](C)(C)C(C)(C)C)NC1=CC(=C(C#N)C=C1)Cl